{2-[1-(2-hydroxyethyl)-4-pyrazolylamino]-7-aza-7-spiro[3.5]nonyl}[5-(trifluoromethyl)-1H-1,7-diazainden-3-yl]methanone OCCN1N=CC(=C1)NC1CC2(C1)CCN(CC2)C(=O)C2=CNC1=NC=C(C=C21)C(F)(F)F